ClC1=CC=C(C=C1)CCC(=O)NC(C(=O)O)CC1=CC=C(C=C1)OCC1=CC=CC=C1 2-[(4-chloro)-phenylpropionamido]-3-(4-benzyloxyphenyl)-propionic acid